methyl 5-[2,6-dichloro-4-(6-cyano-3,5-dioxo-4H-1,2,4-triazin-2-yl)phenoxy]-1H-indole-3-carboxylate ClC1=C(OC=2C=C3C(=CNC3=CC2)C(=O)OC)C(=CC(=C1)N1N=C(C(NC1=O)=O)C#N)Cl